N-[3-(dimethyl-amino)propyl]-4-[3-(4-hydroxy-3-methoxy-phenyl)imidazo[1,2-a]pyrazin-6-yl]benzamide CN(CCCNC(C1=CC=C(C=C1)C=1N=CC=2N(C1)C(=CN2)C2=CC(=C(C=C2)O)OC)=O)C